2-(2,4-Dichloro-phenyl)-5-ethyl-1-[4-(4-nitrooxy-but-1-ynyl)-phenyl]-1H-imidazole-4-carboxylic acid morpholin-4-ylamide N1(CCOCC1)NC(=O)C=1N=C(N(C1CC)C1=CC=C(C=C1)C#CCCO[N+](=O)[O-])C1=C(C=C(C=C1)Cl)Cl